(4-hydroxy-3-methoxyphenyl)-N-octylacetamide OC1=C(C=C(C=C1)CC(=O)NCCCCCCCC)OC